N1N=CC=2C1=NC=CC2C=2C=CC(=NC2)N2C([C@@H]1N(CCN(C1)C#N)CC2)=O (R)-8-(5-(1H-pyrazolo[3,4-b]pyridin-4-yl)pyridin-2-yl)-9-oxooctahydro-2H-pyrazino[1,2-a]pyrazine-2-carbonitrile